F[C@@H]1[C@H](C2=C(N(C=C2C(F)(F)F)C=2C(=C(C#N)C=CC2)F)[C@H]1F)O (4S,5R,6R)-(5,6-difluoro-4-hydroxy-3-(trifluoromethyl)-5,6-dihydro-cyclopenta[b]pyrrol-1(4H)-yl)-2-fluorobenzonitrile